ClC=1C=CC(=C(C(=O)N[C@H](C(C(=O)NC2CC2)=O)C[C@H]2C(N[C@@H](C2)C)=O)C1)NC(C(C)C=1N=CSC1)=O 5-chloro-N-[(1S)-3-(cyclopropylamino)-1-[[(3S,5R)-5-methyl-2-oxo-pyrrolidin-3-yl]methyl]-2,3-dioxo-propyl]-2-(2-thiazol-4-ylpropanoylamino)benzamide